BrC1=CC2=CN(N=C2C=C1F)C 5-bromo-6-fluoro-2-methylindazole